5,7-dihydroxy-6-methoxy-2-(4-methoxyphenyl)chromen-4-one OC1=C2C(C=C(OC2=CC(=C1OC)O)C1=CC=C(C=C1)OC)=O